D-threose 2,4-diphosphate P(=O)(O)(O)O[C@H](C=O)[C@H](O)COP(=O)(O)O